7-bromo-N-(2-((tert-butyldimethylsilyl)oxy)ethyl)-2-chloro-8-fluoro-N-methyl-6-(trifluoromethyl)quinazolin-4-amine BrC1=C(C=C2C(=NC(=NC2=C1F)Cl)N(C)CCO[Si](C)(C)C(C)(C)C)C(F)(F)F